8-(trifluoromethyl)pyrazolo[1,5-a][1,3,5]triazin-4-amine FC(C=1C=NN2C1N=CN=C2N)(F)F